benzyloxy(carbonyl)glycine C(C1=CC=CC=C1)OC(=O)NCC(=O)O